C(C1=CC=CC=C1)N1CC2=CC=CC=C2C=C1 2-benzyl-isoquinoline